FC1=C(C=C(C=C1)S(=O)(=O)N1CC=2CN(CC2C1)C([C@@H](C1=CC=CC=C1)O)=O)NC(C)=O (R)-N-(2-fluoro-5-((5-(2-hydroxy-2-phenylacetyl)-3,4,5,6-tetrahydropyrrolo[3,4-c]pyrrole-2(1H)-yl)sulfonyl)phenyl)acetamide